CN(CCNC)CC=1C(=C2N(N1)CCC2)C2CCC1(CCNC1=O)CC2 8-(2-((Methyl(2-(methylamino)ethyl)-amino)methyl)-5,6-dihydro-4H-pyrrolo[1,2-b]pyrazol-3-yl)-2-azaspiro[4.5]decan-1-one